FC1=C(C=CC(=C1)F)C1=NC=C2C=NC=NN21 7-(2,4-difluorophenyl)imidazo[5,1-f][1,2,4]triazin